1,2,3,4-Cyclobutanetetraacetic acid C1(C(C(C1CC(=O)O)CC(=O)O)CC(=O)O)CC(=O)O